C[C@]12CC(C[C@](CC1)(N2)C)OC=2N=CC(=NC2)C2=C(C=C(C=C2)N2C=NC=C2)O 2-(5-(((1r,3s,5s)-1,5-dimethyl-8-azabicyclo[3.2.1]oct-3-yl)oxy)pyrazin-2-yl)-5-(1H-imidazol-1-yl)phenol